OC1(C(CN(CC1)C(=O)OC(C)(C)C)(C)C)CN1C(C[C@H](C1)C1=CC=CC=C1)=O tert-Butyl 4-hydroxy-3,3-dimethyl-4-(((S)-2-oxo-4-phenylpyrrolidin-1-yl)methyl)piperidine-1-carboxylate